COCC=1SC(=CN1)C=O (2-(methoxymethyl)thiazol-5-yl)methanone